C(C)OC(C1=CN=C(C=C1Cl)CO)=O.C(=O)(O)C1=CC=C(C=C1)CCN([C@@H]1C=2C=CC=NC2CCC1)CCC1=C(C=CC=C1)O (5S)-5-{[2-(4-Carboxyphenyl)ethyl][2-(2-hydroxyphenyl)ethyl]amino}-5,6,7,8-tetrahydrochinolin ethyl-4-chloro-6-(hydroxymethyl)nicotinate